C(C)C1=NN(C2=NC(=NC(=C12)NCC1=CC=C(C=C1)F)N1CCC(CC1)C(=O)N)C 1-(3-ethyl-4-{[(p-fluorophenyl)methyl]amino}-1-methyl-1H-1,2,5,7-tetraazainden-6-yl)-4-piperidinecarboxamide